IMINODISUCCINIC ACID N(C(C(=O)O)CC(=O)O)C(C(=O)O)CC(=O)O